N-((5-cyclopropyl-1H-indazol-4-yl)-methyl)-6-(trifluoro-methoxy)nicotinamide C1(CC1)C=1C(=C2C=NNC2=CC1)CNC(C1=CN=C(C=C1)OC(F)(F)F)=O